C(C)(C)(C)OC(=O)N1CCC(CC1)C=1C=C2C(=C(NC2=CC1)Br)C(C(F)(F)F)O 4-(2-bromo-3-(2,2,2-trifluoro-1-hydroxyethyl)-1H-indol-5-yl)piperidine-1-carboxylic acid tert-butyl ester